FC1=CC=C(C=C1)N1C(=NC=C(C1=O)C(=O)OCC)SC Ethyl 1-(4-fluorophenyl)-2-(methylthio)-6-oxo-1,6-dihydropyrimidine-5-carboxylate